N(=[N+]=[N-])[C@@H]1C[C@@H]([C@@](O[C@H]1SC1=CC=C(C=C1)C)(C)[C@H](C)N([S@@](=O)C(C)(C)C)CC1=CC=CC=C1)OCC1=CC=CC=C1 (S)-N-[(1S)-1-[(2R,3S,5R,6S)-5-azido-3-benzyloxy-2-methyl-6-(p-tolylsulfanyl)tetrahydropyran-2-yl]ethyl]-N-benzyl-2-methyl-propane-2-sulfinamide